(2-methyl-3-(pyridin-3-yl)phenyl)methanol tert-butyl-((6-methoxy-1,2,3,4-tetrahydroquinolin-3-yl)methyl)carbamate C(C)(C)(C)N(C(=O)OCC1=C(C(=CC=C1)C=1C=NC=CC1)C)CC1CNC2=CC=C(C=C2C1)OC